C(CCCCCCCCCCCCCCC)(=O)OC1OC2=CC=CC=C2CC1 chromanyl palmitate